2,12-dioxa-4,7,10-triazapentadecan-15-oic acid COCNCCNCCNCOCCC(=O)O